quinolin-8-yl sulfurofluoridate S(OC=1C=CC=C2C=CC=NC12)(=O)(=O)F